1-[(3S)-6-Benzyl-3-methyl-3-(3-methyl-1,2-oxazol-5-yl)-2,3-dihydro-1H-indol-1-yl]-2-[(2R,5R)-2-(methoxymethyl)-5-methylpiperazin-1-yl]ethan-1-one hydrochloride Cl.C(C1=CC=CC=C1)C1=CC=C2[C@@](CN(C2=C1)C(CN1[C@H](CN[C@@H](C1)C)COC)=O)(C1=CC(=NO1)C)C